(3-((2-(1,4-dimethyl-1H-pyrazol-5-yl)-5-fluoropyridin-4-yl)oxy)azetidin-1-yl)(5-(1-methyl-1H-pyrrol-3-yl)-4,5-dihydro-1H-pyrazol-1-yl)methanone CN1N=CC(=C1C1=NC=C(C(=C1)OC1CN(C1)C(=O)N1N=CCC1C1=CN(C=C1)C)F)C